Cl.S1C2=C(C=C1)CCC(C2)N2CCOCC2 4-(4,5,6,7-tetrahydrobenzo[b]thiophen-6-yl)morpholine hydrochloride